3-(3-chloro-2-methoxyanilino)-2-[3-({1-[4-methylmorpholine-2-yl]ethyl}oxy)pyridin-4-yl]-1,5,6,7-tetrahydro-4H-pyrrolo[3,2-c]pyridin-4-one ClC=1C(=C(NC2=C(NC3=C2C(NCC3)=O)C3=C(C=NC=C3)OC(C)C3CN(CCO3)C)C=CC1)OC